(S)-4-(3-(dimethylamino)-3-(3-(trifluoromethyl)phenethyl)-piperidin-1-yl)-2,6-difluoro-N-(isoxazol-3-yl)benzenesulfonamide CN([C@@]1(CN(CCC1)C1=CC(=C(C(=C1)F)S(=O)(=O)NC1=NOC=C1)F)CCC1=CC(=CC=C1)C(F)(F)F)C